S1C(=CC=C1)C=O Thiol-Aldehyde